1-(2-hydroxy-4,6-dimethoxyphenyl)propane-1-one OC1=C(C(=CC(=C1)OC)OC)C(CC)=O